2,3,7,8,12,13,17,18-octaethyl-21H,23H-porphin C(C)C1=C2NC(=C1CC)C=C1C(=C(C(=N1)C=C1C(=C(C(N1)=CC=1C(=C(C(N1)=C2)CC)CC)CC)CC)CC)CC